Acetone-d CC(=O)C[2H]